C(C)(=O)C1=CC=C(C=C1)NC(CN1C2=CC(=NC(=C2C=2C=CC=NC2[C@H](C1=O)C)F)N1CC(C1)F)=O |r| racemic-N-(4-acetylphenyl)-2-[3-fluoro-5-(3-fluoroazetidin-1-yl)-10-methyl-9-oxo-4,8,12-triazatricyclo[9.4.0.02,7]pentadeca-1(11),2,4,6,12,14-hexaen-8-yl]acetamide